2,6-difluoro-3,5-dimethoxybenzaldehyde FC1=C(C=O)C(=C(C=C1OC)OC)F